3-(5-chloropyrazin-2-yl)-6-((6-methoxypyridin-3-yl)methyl)-3,6-diazabicyclo[3.1.1]Heptane ClC=1N=CC(=NC1)N1CC2N(C(C1)C2)CC=2C=NC(=CC2)OC